C[Si](C)(C)C#CC1=NN(N=C1)C[C@H]1CN(CCC1)C(=O)OC(C)(C)C tert-Butyl (R)-3-((4-((trimethylsilyl)ethynyl)-2H-1,2,3-triazol-2-yl)methyl)piperidine-1-carboxylate